2-(6-cyano-2-((5-methoxy-7-methyl-1H-indol-4-yl)methyl)-2H-indazol-7-yl)-N,N-dimethylacetamide C(#N)C=1C=CC2=CN(N=C2C1CC(=O)N(C)C)CC1=C2C=CNC2=C(C=C1OC)C